4,4'-dihydroxy diphenyl sulfide C1=CC(=CC=C1O)SC2=CC=C(C=C2)O